methylglyoxal 1,1-dimethyl acetal COC(C=O)(C)OC